FC1=C(C=CC(=C1COC=1C(=C2C(=NC1)N(N=C2C)C2OCCCC2)C(C)C)F)N(C(OC(C)(C)C)=O)S(=O)(=O)C=2C(=NC=C(C2)F)OC tert-butyl N-[2,4-difluoro-3-([[4-isopropyl-3-methyl-1-(oxan-2-yl)pyrazolo[3,4-b]pyridin-5-yl]oxy]methyl)phenyl]-N-(5-fluoro-2-methoxypyridin-3-ylsulfonyl)carbamate